BrC=1C=CC2=CN(N=C2C1)C1CCN(CC1)C(=O)OC(C)(C)C tert-Butyl 4-(6-bromoindazol-2-yl)piperidine-1-carboxylate